O[C@H](CC[C@H](N)C(=O)O)CN (5R)-5-hydroxylysine